COC1=C(CC(N)C)C=C(C(=C1)CCF)OC 2,5-dimethoxy-4-(2-fluoroethyl)-amphetamine